N[C@@H](CCCNC(=O)N)C(=O)Cl L-citrulline chloride